germanium-indium-zinc [Zn].[In].[Ge]